N-(3-(3'-chloro-6-methoxy-5-((((5-oxopyrrolidin-2-yl)methyl)amino)methyl)-[2,4'-bipyridin]-2'-yl)-2-methylphenyl)-5-(((2-hydroxyethyl)amino)methyl)-6-methylpicolinamide ClC=1C(=NC=CC1C1=NC(=C(C=C1)CNCC1NC(CC1)=O)OC)C=1C(=C(C=CC1)NC(C1=NC(=C(C=C1)CNCCO)C)=O)C